CC1(OC2=C(C=C1)C=C(C=C2)NC(\C=C\C2=CC=C(C=C2)O)=O)C (E)-N-(2,2-dimethyl-2H-benzopyran-6-yl)-3-(4-hydroxyphenyl)acrylamide